C1(=CC=CC=C1)CCN1CCNCCNCCNCC1 (2-phenylethyl)1,4,7,10-tetraazacyclododecane